triethylamine triphosphate salt OP(O)(=O)OP(=O)(O)OP(=O)(O)O.C(C)N(CC)CC